ClC=1C(=CC(=NC1)NC1=CC=NO1)C=1C=C2N(C[C@@H](N(C2=O)CC2=C(C=CC(=C2)F)CO)COC)C1 (R)-7-(5-chloro-2-(isoxazol-5-ylamino)pyridin-4-yl)-2-(5-fluoro-2-(hydroxymethyl)benzyl)-3-(methoxymethyl)-3,4-dihydropyrrolo[1,2-a]pyrazin-1(2H)-one